FC(C1=CC(=CS1)C#N)(F)F 5-(trifluoromethyl)thiophene-3-carbonitrile